C(C1=CC=CC=C1)OC=1C(=C2CC[C@@](OC2=C(C1C)C)(C)CC(\C=C(\CCC=C(C)C)/C)S(=O)(=O)C1=CC=CC=C1)C (2S)-6-(benzyloxy)-2-((E)-4,8-dimethyl-2-(phenylsulfonyl)nonan-3,7-dien-1-yl)-2,5,7,8-tetramethylchromane